2-(5-fluoro-3-nitrophenyl)-4,5-dihydro-3H-imidazole FC=1C=C(C=C(C1)C1=NCCN1)[N+](=O)[O-]